C1(CCCC1)N1N=C(C=C1C1=C(C=CC=C1)C(F)(F)F)C(=O)N[C@H](CC(=O)O)CCN1CCOCC1 (3S)-3-({1-cyclopentyl-5-[2-(trifluoromethyl)phenyl]-1H-pyrazol-3-yl}formamido)-5-(morpholin-4-yl)pentanoic acid